N-({4-[(trans-4-hydroxy-4-methylcyclohexyl)methoxy]-3-nitrophenyl}sulfonyl)-2-(1H-pyrrolo[2,3-b]pyridin-5-yloxy)benzamide OC1(CCC(CC1)COC1=C(C=C(C=C1)S(=O)(=O)NC(C1=C(C=CC=C1)OC=1C=C2C(=NC1)NC=C2)=O)[N+](=O)[O-])C